6-Acetyl-8-cyclopentyl-5-methyl-2-{[5-(piperazin-1-yl)pyridin-2-yl]amino}pyrido[2,3-d]pyrimidin-7(8H)-on C(C)(=O)C1=C(C2=C(N=C(N=C2)NC2=NC=C(C=C2)N2CCNCC2)N(C1=O)C1CCCC1)C